tert-butyl 2-(2-bromo-6-chloropyridin-4-yl)-6-((R)-1-hydroxyethyl)morpholine-4-carboxylate BrC1=NC(=CC(=C1)C1CN(CC(O1)[C@@H](C)O)C(=O)OC(C)(C)C)Cl